B([O-])([O-])[O-].[Si+4].[Ba+2].B([O-])([O-])[O-] barium-silicon borate